NC=1N=CN(C1C)C1=CC2=C(C=3N(CCO2)C=C(N3)N3C(OC[C@H]3C(F)F)=O)C=C1 (S)-3-(9-(4-amino-5-methyl-1H-imidazol-1-yl)-5,6-dihydrobenzo[f]imidazo[1,2-d][1,4]oxazepin-2-yl)-4-(difluoromethyl)oxazolidin-2-one